N1C(=NC2=C1C=CC=C2)C2=CC(=NN2CC2=CC=C(C=C2)OC)NC(C2=CC=C(C=C2)N2CCN(CC2)CCO)=O N-[5-(1H-benzimidazol-2-yl)-1-[(4-methoxyphenyl)methyl]pyrazol-3-yl]-4-[4-(2-hydroxyethyl)piperazin-1-yl]benzamide